CC1(O[C@H]([C@H](O1)C1=NC=CC(=C1)N)C)C [(4R,5S)-2,2,5-trimethyl-1,3-dioxolan-4-yl]pyridin-4-amine